C1(CCCC1)NC1=C(C=CC=C1)C1=CC(=C(C(=C1)F)C(CCCC(=O)O)C)F 5-(2'-cyclopentylamino-3,5-difluoro-biphenyl-4-yl)hexanoic acid